2-(5-bromo-3-ethylsulfanyl-2-pyridyl)hydrazinol BrC=1C=C(C(=NC1)NNO)SCC